N-cyclobutyl-5-((1-(6-ethoxypyridazin-3-yl)-2-oxo-1,2-dihydropyridin-3-yl)amino)-7-(methylamino)pyrazolo[1,5-a]pyrimidine-3-carboxamide C1(CCC1)NC(=O)C=1C=NN2C1N=C(C=C2NC)NC=2C(N(C=CC2)C=2N=NC(=CC2)OCC)=O